[3-(prop-1-yn-1-yl)phenyl]boronic acid C(#CC)C=1C=C(C=CC1)B(O)O